(2S)-3-[4-({[4-(aminocarbonyl)-1-piperidinyl]carbonyl}oxy)phenyl]-2-[((2S)-4-methyl-2-{[2-(2-methylphenoxy)acetyl]amino}pentanoyl)amino]propanoic acid NC(=O)C1CCN(CC1)C(=O)OC1=CC=C(C=C1)C[C@@H](C(=O)O)NC([C@H](CC(C)C)NC(COC1=C(C=CC=C1)C)=O)=O